Br.ClCC1(CC(=NO1)NC(S)=N)C 5-(chloromethyl)-5-methyl-4,5-dihydroisoxazol-3-ylisothiourea hydrobromide